ClC=1C(=NC=CC1)C1=NOC(=C1C1=CC2(C1)CCN(CC2)C=2C=C1C(=CC(=NC1=CC2)C(=O)O)C(F)(F)F)C2CC2 6-(2-(3-(3-chloropyridin-2-yl)-5-cyclopropylisoxazol-4-yl)-7-azaspiro[3.5]non-1-en-7-yl)-4-(trifluoromethyl)quinoline-2-carboxylic acid